1,1,1,5,5,5-hexachloro-3,3-dimethyl-1,3,5-trisilapentane Cl[Si](C[Si](C[Si](Cl)(Cl)Cl)(C)C)(Cl)Cl